(2R,3R,4S,5R)-4-[[3-[2-(difluoromethoxy)-4-fluoro-phenyl]-4,5-dimethyl-5-(trifluoromethyl)tetrahydrofuran-2-carbonyl]amino]-N-methyl-pyridine-2-carboxamide FC(OC1=C(C=CC(=C1)F)[C@@H]1[C@@H](O[C@]([C@H]1C)(C(F)(F)F)C)C(=O)NC1=CC(=NC=C1)C(=O)NC)F